N-(2,2-dimethyl-6-((5-methyl-1H-pyrazol-3-yl)methoxy)-2,3-dihydrobenzofuran-5-yl)pyrazolo[1,5-a]pyrimidine-3-carboxamide CC1(OC2=C(C1)C=C(C(=C2)OCC2=NNC(=C2)C)NC(=O)C=2C=NN1C2N=CC=C1)C